trimethylethylammonium Hydroxide [OH-].C[N+](CC)(C)C